tert-butyl (3S,4S)-3-methyl-4-[(1S)-1-{[(S)-2-methylpropane-2-sulfinyl]amino}ethyl]piperidine-1-carboxylate C[C@@H]1CN(CC[C@@H]1[C@H](C)N[S@@](=O)C(C)(C)C)C(=O)OC(C)(C)C